1-eicosanoyl-2-(9Z-nonadecenoyl)-glycero-3-phosphocholine CCCCCCCCCCCCCCCCCCCC(=O)OC[C@H](COP(=O)([O-])OCC[N+](C)(C)C)OC(=O)CCCCCCC/C=C\CCCCCCCCC